(2S,4R)-4-fluoro-N-[(S)-[3-fluoro-4-(propan-2-yl)phenyl](phenyl)methyl]-1-[2-(pyridin-2-yl)acetyl]pyrrolidine-2-carboxamide F[C@@H]1C[C@H](N(C1)C(CC1=NC=CC=C1)=O)C(=O)N[C@@H](C1=CC=CC=C1)C1=CC(=C(C=C1)C(C)C)F